NC1=C(OCCCCCCCCCCOC2=C(C=CC=C2)N)C=CC=C1 1,10-di(2-aminophenoxy)decane